rac-2-Chloro-4-{4-[(6-cyclopropyl-imidazo[1,5-a]pyridin-5-yl)-hydroxy-methyl]-[1,2,3]triazol-1-yl}-phenol ClC1=C(C=CC(=C1)N1N=NC(=C1)[C@H](O)C1=C(C=CC=2N1C=NC2)C2CC2)O |r|